{4-[3-(propan-2-yl)imidazo[1,2-a]pyridin-6-yl]phenyl}[trans-4-({4-[(trifluoromethyl)sulfanyl]phenyl}Amino)cyclohexyl](imino)-λ6-sulfanone CC(C)C1=CN=C2N1C=C(C=C2)C2=CC=C(C=C2)S(=O)(=N)[C@@H]2CC[C@H](CC2)NC2=CC=C(C=C2)SC(F)(F)F